C(#N)C(C(=O)NCCOC(=C)C(=C)C)=C1C2=C(SC3=C1C=CC=C3)SC=C2 (E and Z)-2-cyano-N-(2-((3-methylbutan-1,3-dien-2-yl)oxy)ethyl)-2-(4H-thieno[2,3-b]benzothiopyran-4-ylidene)acetamide